4-((2-((cyclopentyloxy)methyl)-3'-cyclopropoxy-2'-fluoro-5'-methoxy-[1,1'-biphenyl]-4-yl)amino)tetrahydro-2H-pyran-4-carboxylic acid C1(CCCC1)OCC1=C(C=CC(=C1)NC1(CCOCC1)C(=O)O)C1=C(C(=CC(=C1)OC)OC1CC1)F